methylenebismargaric acid amide C(CCCCCCCCCCCCCCCCC(=O)N)CCCCCCCCCCCCCCCCC(=O)N